C1(=CC=CC=C1)C(CC(C)C1OC2(OC1)CCCCC2)=O 1-phenyl-3-(1,4-dioxaspiro[4.5]decan-2-yl)butan-1-one